C1(CC1)OC=1C=C(C=CC1)C1=CC(=NN1C1=C(C=CC(=C1)Cl)Cl)CO [5-(3-Cyclopropoxyphenyl)-1-(2,5-dichlorophenyl)-1H-pyrazol-3-yl]methanol